3-(3-fluoro-4-methoxyphenyl)-3-(4-formyloxazol-2-yl)propionic acid tert-butyl ester C(C)(C)(C)OC(CC(C=1OC=C(N1)C=O)C1=CC(=C(C=C1)OC)F)=O